1,2,4-tricarboxyl-3-methylcarboxycyclopentanediide C(=O)(O)[C-]1[C-](C(C(C1)C(=O)O)(C)C(=O)O)C(=O)O